2-chloro-N-(3-fluorophenyl)-N-methyl-7-nitroquinazolin-4-amine ClC1=NC2=CC(=CC=C2C(=N1)N(C)C1=CC(=CC=C1)F)[N+](=O)[O-]